(S)-tert-butyl 5-(((benzyloxy)carbonyl) amino)-6-(((S)-1-((5-(2-((tert-butoxycarbonyl)(methyl) amino)ethoxy)-2-methylbenzyl)amino)-1-oxo-4-phenylbutan-2-yl)amino)-6-oxohexanoate C(C1=CC=CC=C1)OC(=O)N[C@@H](CCCC(=O)OC(C)(C)C)C(=O)N[C@H](C(=O)NCC1=C(C=CC(=C1)OCCN(C)C(=O)OC(C)(C)C)C)CCC1=CC=CC=C1